N-(3-(2-aminoquinazolin-6-yl)-2,4-difluorophenyl)-4-fluoro-3-(trifluoromethyl)benzenesulfonamide NC1=NC2=CC=C(C=C2C=N1)C=1C(=C(C=CC1F)NS(=O)(=O)C1=CC(=C(C=C1)F)C(F)(F)F)F